(6aR,10aR)-1-hydroxy-6,6-dimethyl-3-(2-methyloctan-2-yl)-7,8,10,10a-tetrahydro-6H-benzo[c]chromen-9(6aH)-one OC1=C2[C@H]3[C@H](C(OC2=CC(=C1)C(C)(CCCCCC)C)(C)C)CCC(C3)=O